1-methyl-4-{3-[3-methyl-1-(oxan-2-yl)-1H-pyrazol-5-yl]-5-[(3R)-3-methylmorpholin-4-yl]-[1,2]thiazolo[4,5-b]pyridin-7-yl}piperidin-4-ol CN1CCC(CC1)(O)C1=C2C(=NC(=C1)N1[C@@H](COCC1)C)C(=NS2)C2=CC(=NN2C2OCCCC2)C